4-[2-ethoxy-5-(cis-3,5-dimethylpiperazine-1-sulfonyl)benzamido]-1-methyl-3-n-propylpyrazole-5-carboxamide C(C)OC1=C(C(=O)NC=2C(=NN(C2C(=O)N)C)CCC)C=C(C=C1)S(=O)(=O)N1C[C@H](N[C@H](C1)C)C